4,4-diphenylpyrrolidone C1(=CC=CC=C1)C1(CC(NC1)=O)C1=CC=CC=C1